O(C1=CC=CC=C1)C1=CC=C(C=CC(=O)CC(=O)O)C=C1 2-(4-phenoxycinnamoyl)acetic acid